C(C)(=O)N(N(C(=O)C1=CC=2C3=C(C(=NC2C=C1)N)C=NN3C)CC3=C(C=C(C=C3F)C=3C=NN(C3)C(F)(F)F)F)C N'-acetyl-4-amino-N-(2,6-difluoro-4-(1-(trifluoromethyl)-1H-pyrazol-4-yl)benzyl)-N',1-dimethyl-1H-pyrazolo[4,3-c]quinoline-8-carbohydrazide